C(CCCCCCCCCCC)N(CCN1CCN(CC1)CCN(CCN(CCCCCCCC\C=C/C\C=C/CCCCC)CCCCCCCC\C=C/C\C=C/CCCCC)CCCCCCCC\C=C/C\C=C/CCCCC)CCCCCCCCCCCC N1-(2-(4-(2-(Didodecylamino)ethyl)piperazin-1-yl)ethyl)-N1,N2,N2-tri((9Z,12Z)-octadeca-9,12-dien-1-yl)ethane-1,2-diamine